5,5-difluoro-4-hydroxy-3-(trifluoromethyl)-4,5,6,7-tetrahydro-1H-indol FC1(C(C=2C(=CNC2CC1)C(F)(F)F)O)F